3-(2-methoxypyridin-4-yl)-4-phenyl-1H-pyrazol-5-amine COC1=NC=CC(=C1)C1=NNC(=C1C1=CC=CC=C1)N